trans-(+)-dihydrocarvone C[C@@H]1CC[C@H](CC1=O)C(=C)C